NCCOCCOCCCCC[C@H]1O[C@@H]([C@@H]([C@@H]([C@H]1NC(C)=O)O)O)CO N-[(2R,3R,4R,5R,6R)-2-[5-[2-(2-aminoethoxy)ethoxy]pentyl]-4,5-dihydroxy-6-(hydroxymethyl)tetrahydropyran-3-yl]acetamide